N-methyl-N-((1-(4-nitrophenyl)-1H-tetrazol-5-yl)methyl)cyclohexanamine CN(C1CCCCC1)CC1=NN=NN1C1=CC=C(C=C1)[N+](=O)[O-]